CC=1C=C(C(=O)Cl)C=CC1 M-methyl-benzoyl chloride